1-(3,4-difluorophenyl)-6-(7-(3,5-dimethylisoxazol-4-yl)-3-(1,2,3,6-tetrahydropyridin-4-yl)imidazo[1,2-a]pyridin-2-yl)piperidin-2-one FC=1C=C(C=CC1F)N1C(CCCC1C=1N=C2N(C=CC(=C2)C=2C(=NOC2C)C)C1C=1CCNCC1)=O